ClC1=CC2=C(C=N1)N=C(S2)NC(C2=CN=C(C=C2C2=C(C=CC=C2)OC)C)=O N-(6-chlorothiazolo[4,5-c]pyridin-2-yl)-4-(2-methoxyphenyl)-6-methylnicotinamide